Cl.COC1=CC=C(C=C1)C1C(CNCC1C)COC=1C=C(C#N)C=CC1 3-{[(+/-)-trans,cis-4-(4-methoxyphenyl)-5-methylpiperidin-3-yl]methoxy}benzonitrile hydrochloride